3,5-difluoro-4-[[5-(6-fluoro-2-methyl-3-quinolyl)-4-methyl-1,2,4-triazol-3-yl]sulfanyl]benzenecarbohydroxamic acid FC=1C=C(C=C(C1SC1=NN=C(N1C)C=1C(=NC2=CC=C(C=C2C1)F)C)F)C(=O)NO